COC(CCN(C)C)=O.C(C)SCCC(=O)OC methyl 3-(ethylthio)propionate methyl-3-(dimethylamino)propionate